C(C1=CC=CC=C1)OC([C@H](C)NP(=O)(OC1=CC=CC=C1)CC1=CC2=C(SC(=C2)C(=O)O)C=C1)=O 5-(((((S)-1-(benzyloxy)-1-oxopropan-2-yl)amino)(phenoxy)phosphoryl)methyl)benzo[b]thiophene-2-carboxylic acid